1-(tert-butyl) 7-ethyl (S)-3-((benzyloxy)methyl)-6-bromo-2,3-dihydro-1H-imidazo[1,2-b]pyrazole-1,7-dicarboxylate C(C1=CC=CC=C1)OC[C@@H]1CN(C=2N1N=C(C2C(=O)OCC)Br)C(=O)OC(C)(C)C